diamino-α-(difluoromethyl)pentanoic acid NC(C(C(=O)O)(C(F)F)N)CC